N-(indolin-5-yl)-2-phenylacetamide N1CCC2=CC(=CC=C12)NC(CC1=CC=CC=C1)=O